N1-(4-tert-butylphenyl)-N1-[2-[(4,4-difluorocyclohexyl)amino]-1-(5-fluoro-3-pyridyl)-2-oxo-ethyl]azetidine-1,2-dicarboxamide C(C)(C)(C)C1=CC=C(C=C1)N(C(=O)N1C(CC1)C(=O)N)C(C(=O)NC1CCC(CC1)(F)F)C=1C=NC=C(C1)F